OC(C(=O)N)CC[C@@H]1C(NCC1)=O 2-hydroxy-4-[(3S)-2-oxopyrrolidin-3-yl]butanamide